N-(2-(4-Cyanothiazolidin-3-yl)-2-oxoethyl)-6-(4-ethynyl-tetrahydro-2H-pyran-4-yl)quinoline-4-carboxamide C(#N)C1N(CSC1)C(CNC(=O)C1=CC=NC2=CC=C(C=C12)C1(CCOCC1)C#C)=O